Ethane-1,2-diylbis(5-carbamoyl-7-fluoro-4-methoxy-1H-benzo[d]imidazole-1,2-diyl)bis(3,5-difluorobenzoic acid) C(CN1C(=NC2=C1C(=CC(=C2OC)C(N)=O)F)C2=C(C(=O)O)C=C(C=C2F)F)N2C(=NC1=C2C(=CC(=C1OC)C(N)=O)F)C1=C(C(=O)O)C=C(C=C1F)F